FC1C(=O)OC(C1)C α-fluoro-γ-valerolactone